NC1=C(C=C(OC2=CN=C(S2)C#N)C=C1)F 5-(4-amino-3-fluorophenoxy)thiazole-2-carbonitrile